1-[(2,3-Difluorophenyl)methyl]-4a-ethyl-4-hydroxy-N-[5-methyl-2-(trifluoromethyl)furan-3-yl]-2-oxo-5,6,7,8-tetrahydropyrido[1,2-b]pyridazine-3-carboxamide FC1=C(C=CC=C1F)CN1N2C(C(=C(C1=O)C(=O)NC1=C(OC(=C1)C)C(F)(F)F)O)(CCCC2)CC